tert-butyl 6-(4-chloro-5-((3-methyl-5-(phenylethynyl)pyridin-2-yl)carbamoyl)-1H-pyrazol-1-yl)-2-azaspiro[3.3]heptane-2-carboxylate ClC=1C=NN(C1C(NC1=NC=C(C=C1C)C#CC1=CC=CC=C1)=O)C1CC2(CN(C2)C(=O)OC(C)(C)C)C1